β-propylacrylic acid C(CC)C=CC(=O)O